3-{4-[(6,7-dimethoxy-4-quinolinyl)amino]phenyl}-1-[5-(trifluoromethyl)-3-pyridinyl]-2,4-imidazolidinedione COC=1C=C2C(=CC=NC2=CC1OC)NC1=CC=C(C=C1)N1C(N(CC1=O)C=1C=NC=C(C1)C(F)(F)F)=O